2,2-dimethoxyethyl acetate C(C)(=O)OCC(OC)OC